1-(4-((2-(2-isopropylphenyl)-8-oxo-7,8-dihydro-9H-purin-9-yl)methyl)phenyl)-5-methyl-1H-pyrazole-3-carbonitrile C(C)(C)C1=C(C=CC=C1)C1=NC=C2NC(N(C2=N1)CC1=CC=C(C=C1)N1N=C(C=C1C)C#N)=O